N[C@@H](CCC(=O)OC(C)(C)C)C(=O)OCOP(=O)(OC(C)(C)C)OC(C)(C)C 5-(tert-butyl) 1-(((di-tert-butoxyphosphoryl)oxy)methyl) L-glutamate